(S)-3-(5-(difluoromethyl)-1,3,4-thiadiazol-2-yl)-N-(3-methyloxetan-3-yl)-8-(3-methylpiperazin-1-yl)imidazo[1,5-a]pyridine-6-sulfonamide FC(C1=NN=C(S1)C1=NC=C2N1C=C(C=C2N2C[C@@H](NCC2)C)S(=O)(=O)NC2(COC2)C)F